N-(2,4-difluoro-3-(5-morpholinyl-1H-pyrrolo[2,3-b]pyridine-3-carbonyl)phenyl)propane-1-sulfonamide FC1=C(C=CC(=C1C(=O)C1=CNC2=NC=C(C=C21)N2CCOCC2)F)NS(=O)(=O)CCC